5-(5-Methylpiperidin-2-yl)-2-(trifluoromethyl)benzo[d]thiazole CC1CCC(NC1)C=1C=CC2=C(N=C(S2)C(F)(F)F)C1